O[C@H](C(=O)N[C@H](C(=O)O)C)C(C)C (2S)-2-[[(2S)-2-hydroxy-3-methyl-butanoyl]amino]propanoic acid